C1(CCCCC1)C(=O)N1CC2(C1)CCN(CC2)C2=NC=C(C=C2)C=2OC(=NN2)C(F)F Cyclohexyl(7-(5-(5-(difluoromethyl)-1,3,4-oxadiazol-2-yl)pyridin-2-yl)-2,7-diazaspiro[3.5]nonan-2-yl)methanone